2-cyclopentyl-4-methyl-N-(3-(methylsulfonamido)phenyl)thiazole-5-carboxamide C1(CCCC1)C=1SC(=C(N1)C)C(=O)NC1=CC(=CC=C1)NS(=O)(=O)C